O=C1CC(N(C2=C(N1)C=1CCCCC1C=C2)C2=CC=C(C=C2)NS(=O)(=O)C2=C(C=CC=C2)[N+](=O)[O-])=O N-[4-(2,4-dioxo-1,2,3,4,8,9,10,11-octahydronaphtho[1,2-b][1,4]-diazepin-5-yl)phenyl]-2-nitrobenzenesulfonamide